6-amino-2-(3,5-dichloro-4-((2,2-difluoro-2'-oxospiro[cyclobutane-1,3'-indoline]-5'-yl)oxy)phenyl)-1,2,4-triazine-3,5(2h,4h)-dione NC=1C(NC(N(N1)C1=CC(=C(C(=C1)Cl)OC=1C=C2C3(C(NC2=CC1)=O)C(CC3)(F)F)Cl)=O)=O